C1(CC1)N(CCN1N=C2N(C(N(CC2=C1)C1CCN(CC1)C1=C(C=CC=C1C)F)=O)CC1=C(C=CC=C1)C(F)(F)F)C 2-[2-(cyclopropyl-methyl-amino)-ethyl]-5-[1-(2-fluoro-6-methyl-phenyl)-piperidin-4-yl]-7-(2-trifluoromethyl-benzyl)-2,4,5,7-tetrahydro-pyrazolo[3,4-d]pyrimidin-6-one